CN1C=CC2=CN=CC=C12 N-methyl-5-azaindole